4-(6-(2,5-difluorophenyl)-6-(4-fluoro-1-oxoisoindoline-2-yl)hexa-1,3-diyn-1-yl)-1H-pyrrole FC1=C(C=C(C=C1)F)C(CC#CC#CC=1C=CNC1)N1C(C2=CC=CC(=C2C1)F)=O